P(=O)(O)(O)O.FC=1C=C(C=CC1C=1C=NC(=CC1)C=1N=NN(N1)C=C)N1C(O[C@@H](C1)C(C(F)F)O)=O (S)-3-(3-fluoro-4-(6-(2-vinyl-2H-tetrazol-5-yl)pyridin-3-yl)phenyl)-5-(1-hydroxy-2,2-difluoro-ethyl)oxazolidin-2-one phosphate